ClC1=C(C=C(C=C1OC)OC)C1CCC=2C(=NNC2C1)C1=C(C=NN1C)NC(C=C)=O N-(5-(6-(2-chloro-3,5-dimethoxyphenyl)-4,5,6,7-tetrahydro-1H-indazol-3-yl)-1-methyl-1H-pyrazol-4-yl)acrylamide